ClC=1C=C(C=CC1Cl)OB(O)O 3,4-dichlorophenyl-boric acid